C(C)OC(C)(C)[C@@]1(CN(CC1)C(C)(C)C=1C=NC(=CC1)C)CCC1=NC2=NC=NC=C2N1C (S)-8-(2-(3-(2-ethoxypropan-2-yl)-1-(2-(6-methylpyridin-3-yl)propan-2-yl)pyrrolidin-3-yl)ethyl)-7-methyl-7H-purine